OCCN1CCN(CC1)C(=O)C=1C2=C(N(N1)CC=O)C[C@@H]1[C@H]2C1 2-{(3bR,4aR)-3-[4-(2-hydroxyethyl)piperazine-1-carbonyl]-3b,4,4a,5-tetrahydro-1H-cyclopropa[3,4]cyclopenta[1,2-c]pyrazol-1-yl}ethan-1-one